methyl 3-(cyanocyclopropyl)-7-(3,4,5,6-tetrahydro-2H-pyran-4-yl)indolizine-2-carboxylate C(#N)C1(CC1)C1=C(C=C2C=C(C=CN12)C1CCOCC1)C(=O)OC